bromoisoindoline-1,3-dione BrN1C(C2=CC=CC=C2C1=O)=O